5-Fluoro-N,N-diisopropyl-2-(3-(1-((1S,3aR,6aS)-octahydrocyclopenta[c]pyrrole-1-carbonyl)piperidine-4-carbonyl)-1H-pyrrolo[2,3-c]pyridin-1-yl)benzamide FC=1C=CC(=C(C(=O)N(C(C)C)C(C)C)C1)N1C=C(C=2C1=CN=CC2)C(=O)C2CCN(CC2)C(=O)[C@H]2NC[C@H]1[C@@H]2CCC1